ClC1=CC(=C(C=C1Cl)[C@@H]1[C@H](CNCC1)C(=O)N)O |o1:8,9| (3R,4S)-rel-4-(4,5-dichloro-2-hydroxyphenyl)piperidine-3-carboxamide